C(#N)[C@H](C[C@@H]1C(NCC1)=O)NC(=O)[C@@H]1N([C@H]2CC([C@@H]1CC2)(F)F)C([C@](C)(C2=CC=CC=C2)O)=O (1R,3R,4R)-N-((S)-1-cyano-2-((R)-2-oxopyrrolidin-3-yl)ethyl)-5,5-difluoro-2-((S)-2-hydroxy-2-phenylpropanoyl)-2-azabicyclo[2.2.2]octane-3-carboxamide